(S)-7-((3-amino-1H-pyrazol-1-yl)methyl)-4-(cyclopropyldifluoromethyl)-4-(cyclopropylethynyl)-6-fluoro-3,4-dihydroquinazolin-2(1H)-one NC1=NN(C=C1)CC1=C(C=C2[C@@](NC(NC2=C1)=O)(C#CC1CC1)C(F)(F)C1CC1)F